8-bromo-2,3-dihydro-1H-quinolin-4-one BrC=1C=CC=C2C(CCNC12)=O